4-(4-((1R,5S)-3,8-diazabicyclo[3.2.1]octan-3-yl)-8-fluoro-2-(3-(2-hydroxyethyl)azetidin-1-yl)quinazolin-7-yl)naphthalen-2-ol [C@H]12CN(C[C@H](CC1)N2)C2=NC(=NC1=C(C(=CC=C21)C2=CC(=CC1=CC=CC=C21)O)F)N2CC(C2)CCO